5-ISOCYANOMETHYLINDOLE [N+](#[C-])CC=1C=C2C=CNC2=CC1